FC=1C=C(C=CC1)[C@@H]1N(OCC1)C1=CC(=NC=N1)NC=1C(=CC(=C(C1)NC(C=C)=O)N1C[C@H](CC1)N1CCOCC1)OC N-(5-((6-((R)-3-(3-fluorophenyl)isoxazolidine-2-yl)pyrimidine-4-yl)amino)-4-methoxy-2-((S)-3-morpholinopyrrolidine-1-yl)phenyl)acrylamide